4-{[(1S)-1-Carboxy-3-methylbutyl]carbamoyl}-N-[(1H-imidazol-4-yl)methyl]-3-(naphthalen-1-yl)-anilinium trifluoroacetate FC(C(=O)[O-])(F)F.C(=O)(O)[C@H](CC(C)C)NC(=O)C1=C(C=C([NH2+]CC=2N=CNC2)C=C1)C1=CC=CC2=CC=CC=C12